NC=1C=CC2=C(C[C@H]3CC[C@@H]2N3C(=O)NC3=CC(=C(C=C3)Cl)Cl)C1 (5S,8R)-2-amino-N-(3,4-dichlorophenyl)-6,7,8,9-tetrahydro-5H-5,8-epiminobenzo[7]annulene-10-carboxamide